2-((2r,5s)-4-(6-cyano-1-methyl-2-oxo-1,2-dihydro-1,5-naphthyridin-4-yl)-2,5-dimethylpiperazin-1-yl)-2-(4-fluorophenyl)acetamide C(#N)C=1N=C2C(=CC(N(C2=CC1)C)=O)N1C[C@H](N(C[C@@H]1C)C(C(=O)N)C1=CC=C(C=C1)F)C